(S)-9-(2-bromoethoxy)-4-ethyl-8-fluoro-4-hydroxy-11-methyl-10-nitro-1H-pyrano[3',4':6,7]indolizino[1,2-b]quinoline-3,14(4H,12H)-dione BrCCOC1=C(C=2C(=C3C(=NC2C=C1F)C1=CC2=C(C(N1C3)=O)COC([C@]2(O)CC)=O)C)[N+](=O)[O-]